2-[3-(4-chloro-3-fluorophenyl)-1-ethyl-1H-1,2,4-triazol-5-yl]-N-[(1S,2R)-2-hydroxy-2,3-dihydro-1H-inden-1-yl]acetamide ClC1=C(C=C(C=C1)C1=NN(C(=N1)CC(=O)N[C@@H]1[C@@H](CC2=CC=CC=C12)O)CC)F